O1C2=C(N(CC1)C(=O)C1CC3(CC(C3)NC(=O)NCC3=CC=C(C=C3)OC)C1)C=CC=C2 1-(6-(3,4-dihydro-2H-benzo[b][1,4]oxazine-4-carbonyl)spiro[3.3]heptan-2-yl)-3-(4-methoxybenzyl)urea